FC1=C(N=CC2=C1N=C(N=C2N2CC(CCC2)(O)C)OCC21CCCN1CCC2)C2=C(C=CC(=C2)O)F (8-fluoro-7-(2-fluoro-5-hydroxyphenyl)-2-((tetrahydro-1H-pyrrolizin-7a(5H)-yl)methoxy)pyrido[4,3-d]pyrimidin-4-yl)-3-methylpiperidin-3-ol